4-(3-((2-((2-cyclopropyl-4-(4-methylpiperazin-1-yl)phenyl)amino)-5-(difluoromethyl)pyrimidin-4-yl)amino)propyl)-1,4-oxazepan-5-one C1(CC1)C1=C(C=CC(=C1)N1CCN(CC1)C)NC1=NC=C(C(=N1)NCCCN1CCOCCC1=O)C(F)F